heptaethyl-trisiloxane C(C)[SiH](O[Si](O[Si](CC)(CC)CC)(CC)CC)CC